4,4'-(1,10-phenanthroline-4,7-diyl)bisphenol N1=CC=C(C2=CC=C3C(=CC=NC3=C12)C1=CC=C(C=C1)O)C1=CC=C(C=C1)O